propyl-N-(2-cyanoethyl)-amine C(CC)NCCC#N